BrC1=CC=C(C=C1)C1=CC=C(C=C1)CC 4-bromo-4'-ethyl-1,1'-biphenyl